(2H-pyrazol-3-yl)-3-{[3-(3,4,5,6-tetrahydro-2H-pyran-2-yloxy)propyl]Oxy}benzene-1-carbonitrile N=1NC(=CC1)C1=C(C=CC=C1OCCCOC1OCCCC1)C#N